N[C@@]1(CN(CC1)C1=C(C(=NC=C1C(=O)NC(CC)CC)C#N)C1=CC(=NC=C1)OC)C 4-[(3S)-3-amino-3-methylpyrrolidin-1-yl]-2-cyano-2'-methoxy-N-(pentan-3-yl)-[3,4'-bipyridine]-5-carboxamide